N1N=CC(=C1)NC=1C=2N(C=CC1)C(=CN2)C#CC=2C(=CC(=C(C(=O)NC1=CC(=CC(=C1)C(F)(F)F)CN1CCN(CC1)C)C2)F)C 5-((8-((1H-pyrazol-4-yl)amino)imidazo[1,2-a]pyridin-3-yl)ethynyl)-2-fluoro-4-methyl-N-(3-((4-methylpiperazin-1-yl)methyl)-5-(trifluoromethyl)phenyl)benzamide